methyl 3-(1H-pyrazol-3-yl)indolizine-1-carboxylate N1N=C(C=C1)C1=CC(=C2C=CC=CN12)C(=O)OC